FC1(CCC(CC1)C=1OC2=C(C=C(C=C2C(C1)=O)C)C(C)NC1=C(C(=O)O)C=CC=C1)F 2-((1-(2-(4,4-difluorocyclohexyl)-6-methyl-4-oxo-4H-chromen-8-yl)ethyl)amino)benzoic acid